ClC1=NC(=NC=C1C)NC=1C(=NN(C1)C)OC 4-chloro-N-(3-methoxy-1-methyl-1H-pyrazol-4-yl)-5-methylpyrimidin-2-amine